2-benzyl-2-azaspiro[3.3]heptan-6-yl (2R,5S)-2,5-dimethyl-4-[5-(trifluoromethyl)pyrazin-2-yl]piperazine-1-carboxylate C[C@H]1N(C[C@@H](N(C1)C1=NC=C(N=C1)C(F)(F)F)C)C(=O)OC1CC2(CN(C2)CC2=CC=CC=C2)C1